(8-fluoro-4-methyl-1-oxo-1,2-dihydroisoquinolin-6-yl)boronic acid FC=1C=C(C=C2C(=CNC(C12)=O)C)B(O)O